Cl.NCC#CC1=C(C(=O)O)C=CC(=C1)NC(C[C@H]1C=2N(C3=C(C(=N1)C1=CC=C(C=C1)Cl)C(=C(S3)C)C)C(=NN2)C)=O (S)-2-(3-aminoprop-1-yn-1-yl)-4-(2-(4-(4-chlorophenyl)-2,3,9-trimethyl-6H-thieno[3,2-f][1,2,4]triazolo[4,3-a][1,4]diazepin-6-yl)acetamido)benzoic acid hydrochloride